BrC1=CC(=C(C=C1)N1CCN(CC1)C(=O)OC(C)(C)C)[N+](=O)[O-] tert-butyl 4-(4-bromo-2-nitro-phenyl)piperazine-1-carboxylate